O=C1NC(CCC1N1C(C2=CC=C(C=C2C1=O)OCCCCCC(=O)OCC1=CC=CC=C1)=O)=O benzyl 6-(2-(2,6-dioxopiperidin-3-yl)-1,3-dioxoisoindolin-5-yloxy)hexanoate